ClC1=C(C=2N=C(N=C(C2C=N1)C1NCCCC1(O)C)OCC1(CC1)CN(C)C)F 7-chloro-2-((1-((dimethylamino)methyl)cyclopropyl)methoxyl-8-fluoropyrido[4,3-d]pyrimidin-4-yl)-3-methylpiperidin-3-ol